1-(4-Methoxyphenyl)-2-(methylamino)ethan-1-one COC1=CC=C(C=C1)C(CNC)=O